tert-butoxycarbonyl 2,2-dimethylpropanoate CC(C(=O)OC(=O)OC(C)(C)C)(C)C